C(CC)(=O)O[C@@H]1CC[C@@H]2CC[C@H]3[C@@H]4CC[C@@H]([C@@]4(C)CC[C@@H]3[C@]2(C1)C)OC(CC)=O 5α-androstane-2β,17β-diol dipropionate